COC1=CC=C(C=CC(=O)OC(CC(C)C)=O)C=C1 isovaleryl para-methoxycinnamate